C(#N)CCN(C(=O)C1=NNC(=C1C(C)C)C=1C=C(C=2N(C1)N=CN2)C)C N-(2-cyanoethyl)-4-isopropyl-N-methyl-5-(8-methyl-[1,2,4]triazolo[1,5-a]pyridin-6-yl)-1H-pyrazole-3-carboxamide